[2-[[4-(6-bromo-3-pyridinyl)-5-oxo-1,2,4-triazol-1-yl]methyl]-3,3-difluoro-allyl]carbamic acid tert-butyl ester C(C)(C)(C)OC(NCC(=C(F)F)CN1N=CN(C1=O)C=1C=NC(=CC1)Br)=O